2-(3-(3-chloro-2-fluoro-6-(1H-tetrazol-1-yl)phenyl)acryloyl)-5-(2-(dimethylamino)-N-methylacetamido)-1,2,3,4-tetrahydroisoquinoline ClC=1C(=C(C(=CC1)N1N=NN=C1)C=CC(=O)N1CC2=CC=CC(=C2CC1)N(C(CN(C)C)=O)C)F